(cyclohexylmethyl)dichloromethylsilane C1(CCCCC1)C[SiH2]C(Cl)Cl